NC(CC[C@@H]([C@@H](C)OCC1=CC=C(C=C1)C#CCNC(=O)OCC1=CC=CC=C1)NC(OC(C)(C)C)=O)=O tert-butyl ((2R,3S)-6-amino-2-((4-(3-(((benzyloxy)carbonyl)amino)prop-1-yn-1-yl)benzyl)oxy)-6-oxohexan-3-yl)carbamate